COC(=O)C1=CC=C2C(=N1)N=CN2C 1-methyl-1H-imidazo[4,5-b]Pyridine-5-carboxylic acid methyl ester